5-(2,5-dioxotetrahydrofuran-3-yl)-8-methyl-3a,4,5,9b-tetrahydronaphtho[1,2-c]furan O=C1OC(CC1C1CC2C(COC2)C2=CC(=CC=C12)C)=O